C(C)(C)C1=NC=C2N1C=CN=C2 3-isopropylimidazo[1,5-a]pyrazine